Fluoro-2-methyl-4-(trifluoromethyl)benzoic acid FC=1C(=C(C(=O)O)C=CC1C(F)(F)F)C